1,1-Difluoro-2-propanone FC(C(C)=O)F